COC(=O)C1CC=2C(NC1=O)=NN(C2)C2=CC(=C(C=C2)OC2=CC(=CC(=C2)C(F)(F)F)C(F)(F)F)OC 4-[3,5-bis(trifluoromethyl)phenoxy]-3-methoxyphenyl-6-oxo-2H,4H,5H,6H,7H-pyrazolo[3,4-b]Pyridine-5-carboxylic acid methyl ester